C(CCCCCCCCCC(C)C)OC(CCC1=CC(=C(C(=C1)C(C)(C)C)O)C(C)(C)C)=O.C(C(=C)C)(=O)OCCCCCCCC[Si](OC)(OC)OC 8-(methacryloyloxy)octyltrimethoxysilane isotridecyl-3,5-di-tert-butyl-4-hydroxy-benzenepropionate